2-(4-(2-((3-(3,4-dichlorophenyl)-4-oxo-4H-chromen-7-yl)oxy)ethyl)piperazin-1-yl)acetic acid ClC=1C=C(C=CC1Cl)C1=COC2=CC(=CC=C2C1=O)OCCN1CCN(CC1)CC(=O)O